6-(6-(difluoromethoxy)pyridin-3-yl)-2-((3-methyloxetan-3-yl)methyl)pyridazin-3(2H)-one FC(OC1=CC=C(C=N1)C=1C=CC(N(N1)CC1(COC1)C)=O)F